OC12CC3(CC(CC(C1)C3)C2)C(=O)OCCC(C(S(=O)(=O)[O-])(F)F)F.C[SH2+] methylsulfonium 4-(3-hydroxyadamantylcarbonyloxy)-1,1,2-trifluorobutanesulfonate